(2S,4R)-1-((R)-2-acetamido-3-methyl-3-(tritylthio)butanoyl)-4-hydroxy-N-(4-(4-methylthiazol-5-yl)benzyl)pyrrolidine-2-carboxamide C(C)(=O)N[C@H](C(=O)N1[C@@H](C[C@H](C1)O)C(=O)NCC1=CC=C(C=C1)C1=C(N=CS1)C)C(C)(SC(C1=CC=CC=C1)(C1=CC=CC=C1)C1=CC=CC=C1)C